N1N=CC2=CC=C(C=C12)C=1C(C=2C(=CN=C(C2)N[C@@H](C)C2=CC=CC=C2)OC1)=O (S)-3-(1H-indazol-6-yl)-6-((1-phenylethyl)amino)-4H-pyrano[2,3-c]pyridin-4-one